C(C=C)(=O)OCO[Si](OC)(OC)CC(C)C acryloxyisobutyltrimethoxysilane